C(C1=CC=CC=C1)OC1=C2C(=CN(C2=CC=C1)C(=O)OC(C)(C)C)C1=CC=C(C=C1)C(=O)OC tert-butyl 4-benzyloxy-3-(4-methoxycarbonylphenyl)indole-1-carboxylate